C[C@]12CC[C@H]3[C@H]([C@@H]1CC[C@@H]2O)CCC4=CC(=C(C=C34)O)O 2-hydroxy-17β-estradiol